FCC=1N(C(C=2NC(=NC2N1)C=1C=NN(C1)CC1=CC(=CC=C1)C(F)(F)F)=O)CCC 2-Fluoromethyl-1-propyl-8-[1-(3-trifluoromethyl-benzyl)-1H-pyrazol-4-yl]-1,7-dihydro-purin-6-one